C1NCCC2=CC(=CC=C12)S(=O)(=O)[O-] 1,2,3,4-tetrahydroisoquinoline-6-sulfonate